bis(bromomethyl)-5'-(4-(bromomethyl)phenyl)-1,1':3',1''-Terphenyl BrCC=1C(=C(C=CC1)C1=CC(=CC(=C1)C1=CC=C(C=C1)CBr)C1=CC=CC=C1)CBr